(S)-2-((1-(6-methoxy-5-(trifluoromethyl)pyridin-3-yl)pyrrolidin-2-yl)methoxy)-1-(4-(5-(Trifluoromethyl)pyrimidin-2-yl)piperazin-1-yl)ethan-1-one COC1=C(C=C(C=N1)N1[C@@H](CCC1)COCC(=O)N1CCN(CC1)C1=NC=C(C=N1)C(F)(F)F)C(F)(F)F